F[Sb-](F)(F)(F)(F)F.CC(C)C1=CC=C2SC=3C=CC(=CC3C(C2=C1)=O)[S+](C1=CC=C(C=C1)C)C1=CC=C(C=C1)C [7-(1-methylethyl)-9-oxo-9H-thioxanthen-2-yl]bis(4-methylphenyl)sulfonium hexafluoroantimonate